phosphoryl-N4-acetyl-deoxycytidine P(=O)#CC(=O)NC1=NC(N([C@H]2C[C@H](O)[C@@H](CO)O2)C=C1)=O